(8-amino-5-(1-methyl-6-oxo-1,6-dihydropyridin-3-yl)-2-(pyridin-2-ylmethyl)-[1,2,4]triazolo[1,5-a]pyrazin-6-yl)-2-fluorobenzonitrile NC=1C=2N(C(=C(N1)C=1C(=C(C#N)C=CC1)F)C1=CN(C(C=C1)=O)C)N=C(N2)CC2=NC=CC=C2